CN1C(OC2=C1C=C(C=C2)[N+](=O)[O-])=O 3-methyl-5-nitrobenzo[d]oxazol-2(3H)-one